C(C)(=O)N1CC=2N(CC1)C(=NC2C=2C=CC=C1C=C(N=CC21)C=2C=CC(=NC2)C(=O)NCCC#CC=2C=C1CN(C(C1=CC2)=O)C2C(NC(CC2)=O)=O)CC 5-(8-(7-Acetyl-3-ethyl-5,6,7,8-tetrahydroimidazo[1,5-a]pyrazin-1-yl)isoquinolin-3-yl)-N-(4-(2-(2,6-dioxopiperidin-3-yl)-1-oxoisoindolin-5-yl)but-3-yn-1-yl)picolinamide